3-(3-methoxyphenyl)-4-thiazolinone COC=1C=C(C=CC1)N1C(SC=C1)=O